methyl 2-(4-aminobutanamido)-6-(3-aminoprop-1-yn-1-yl)nicotinate NCCCC(=O)NC1=C(C(=O)OC)C=CC(=N1)C#CCN